C(CCCCCCCCCCCCC)OC(CCN(C(CCCCCCCCC)=O)O)O N-(tetradecyloxyhydroxypropyl)-N-hydroxydecanoamide